2-(4-Methoxyphenyl)-N-{3-sulfamoyl-4-[4-(trifluoromethyl)-1H-pyrazol-1-yl]phenyl}acetamide COC1=CC=C(C=C1)CC(=O)NC1=CC(=C(C=C1)N1N=CC(=C1)C(F)(F)F)S(N)(=O)=O